C1(CCCCC1)CCNC(C1=CN=C(C(=C1)NC1=NN(C2=NC(=NC=C21)NCCC2CCCCC2)C)C)=O N-(2-cyclohexylethyl)-5-((6-((2-cyclohexylethyl)amino)-1-methyl-1H-pyrazolo[3,4-d]pyrimidin-3-yl)amino)-6-methylnicotinamide